4-Cyano-4''-propyl-p-terphenyl C(#N)C1=CC=C(C=C1)C1=CC=C(C=C1)C1=CC=C(C=C1)CCC